1-(2-amino-5-(3-methoxypropyl)-3-pyridinyl)piperidine-4-carboxylic acid ethyl ester C(C)OC(=O)C1CCN(CC1)C=1C(=NC=C(C1)CCCOC)N